1-(5-((2-fluorophenyl)ethynyl)-2,3-dihydro-1H-inden-1-yl)piperidine-4-carboxylate FC1=C(C=CC=C1)C#CC=1C=C2CCC(C2=CC1)N1CCC(CC1)C(=O)[O-]